N[C@@H](C(C)C)C(=O)OCC1(CC1)C1=NC=CC(=C1)C1=CSC(=C1)C1=C(C=C(C=C1)C(=O)N1CCC(CC1)O)Cl (1-(4-(5-(2-chloro-4-(4-hydroxypiperidine-1-carbonyl)phenyl)thiophen-3-yl)pyridin-2-yl)cyclopropyl)methyl L-valinate